C(C)OC(C[C@@H](C=1C=C(C=C(C1F)C)C1=C(C=CC=C1Cl)Cl)N)=O (S)-3-amino-3-(2',6'-dichloro-4-fluoro-5-methyl-[1,1'-biphenyl]-3-yl)propionic acid ethyl ester